(E)-6-((tert-butoxycarbonyl)amino)-2,2-dimethyl-4-oxo-3,8-dioxa-5,7-diazadodec-5-en-12-oic acid C(C)(C)(C)OC(=O)N\C(=N/C(OC(C)(C)C)=O)\NOCCCC(=O)O